C1CC12CN(C2)C2=CC=1C(N=C2)=NN(C1)C=1C=C(C=CC1F)NC(=O)N1C[C@@H](CC1)F (3R)-N-[3-(5-{5-azaspiro[2.3]hex-5-yl}-2H-pyrazolo[3,4-b]pyridin-2-yl)-4-fluorophenyl]-3-fluoropyrrolidine-1-carboxamide